N1=C(N=CC=C1)C=1C=C(CN2CCN(CC2)C(=O)N2N=C(C=C2)C(=O)O)C=CC1 1-(4-(3-(pyrimidin-2-yl)benzyl)piperazine-1-carbonyl)-1H-pyrazole-3-carboxylic acid